(R)-N'-((1,2,3,5,6,7-hexahydrodicyclopenta[b,e]pyridin-8-yl)carbamoyl)-3-(2-hydroxypropan-2-yl)benzenesulfonimidamide C1CCC2=NC3=C(C(=C21)NC(=O)N=[S@](=O)(N)C2=CC(=CC=C2)C(C)(C)O)CCC3